2-[1-[4-[5-(cyclobutoxy)-3-methyl-isothiazol-4-yl]-2,6-difluoro-phenyl]-4-piperidinyl]acetic acid C1(CCC1)OC1=C(C(=NS1)C)C1=CC(=C(C(=C1)F)N1CCC(CC1)CC(=O)O)F